7-cyclopropyl-1H-indole C1(CC1)C=1C=CC=C2C=CNC12